N1C(N(C=CC(=O)[O-])C=CC(=O)[O-])=NC=2N=C(NC2C1=O)C=CC(=O)[O-] Guaninetriacrylate